3-(4-bromo-2,6-dimethylbenzylidene)azetidine BrC1=CC(=C(C=C2CNC2)C(=C1)C)C